C(C=C)(=O)N1C[C@@H](CC1)OC=1N=C2C(=NC1)NC=C2C(=O)N[C@H](COC)C 2-{[(3R)-1-acryloylpyrrolidin-3-yl]oxy}-N-[(2S)-1-methoxy-propan-2-yl]-5H-pyrrolo[2,3-b]pyrazine-7-carboxamide